(S)-2-((R)-2,4-Dimethylpiperazin-1-yl)-N-(3-(2-((2-fluoro-3-(methylsulfonyl)phenyl)amino)-5-methylpyrimidin-4-yl)-1H-indol-7-yl)butanamid C[C@H]1N(CCN(C1)C)[C@H](C(=O)NC=1C=CC=C2C(=CNC12)C1=NC(=NC=C1C)NC1=C(C(=CC=C1)S(=O)(=O)C)F)CC